N-(4-vinyl-phenyl)-acetamide C(=C)C1=CC=C(C=C1)NC(C)=O